6-(Difluoromethyl)-3-(6-(3-((methylsulfonyl)methyl)piperidin-1-yl)pyrimidin-4-yl)imidazo[1,2-b]pyridazine FC(C=1C=CC=2N(N1)C(=CN2)C2=NC=NC(=C2)N2CC(CCC2)CS(=O)(=O)C)F